C(C1=CC=CC=C1)S(=O)(=O)NC1=C(C=C(C=C1C)C1=NC=2C=NC(=NC2N(C1=O)C(C)C)N[C@@H]1CN(C[C@H](C1)F)C(=O)OC(C)(C)C)F tert-Butyl (3S,5S)-3-[[6-[4-(benzylsulfonylamino)-3-fluoro-5-methyl-phenyl]-8-isopropyl-7-oxo-pteridin-2-yl]amino]-5-fluoro-piperidine-1-carboxylate